CC=1C=C2C(=NC=NC2=CC1)N[C@@H](CCOC1CC(C1)CCC1=NC=2NCCCC2C=C1)C(=O)O N-(6-methylquinazolin-4-yl)-O-((1S,3R)-3-(2-(5,6,7,8-tetrahydro-1,8-naphthyridin-2-yl)ethyl)cyclobutyl)homoserine